FC1=C(N(CC2=CC=C(C=C2)OC)CC2=CC=C(C=C2)OC)C=C(C(=C1C)C(F)(F)F)B1OC(C(O1)(C)C)(C)C 2-fluoro-N,N-bis(4-methoxybenzyl)-3-methyl-5-(4,4,5,5-tetramethyl-1,3,2-dioxaborolan-2-yl)-4-(trifluoromethyl)aniline